(R)-TERT-BUTYL 4-((6-CHLORO-1-(DIMETHOXYMETHYL)-1,2,3,4-TETRAHYDRONAPHTHALEN-1-YL)METHOXY)-3-NITROBENZOATE ClC=1C=C2CCC[C@](C2=CC1)(C(OC)OC)COC1=C(C=C(C(=O)OC(C)(C)C)C=C1)[N+](=O)[O-]